N'-((1,2,3,5,6,7-hexahydrodicyclopenta[b,e]pyridin-8-yl)carbamoyl)-1H-pyrazole-3-sulfonimidamide C1CCC2=NC3=C(C(=C21)NC(=O)N=S(=O)(N)C2=NNC=C2)CCC3